COCCOCCOCCOCCOCCOCCOCCOCCOCCOCCOCCOCCOCCOCCOCCOCCOCCOCCOCCOCCOCCOCCOCC(=O)OCC1=CC=CC(=C1)C1=C(N=CS1)C 5-(4-methylthiazol-5-yl)benzyl 2,5,8,11,14,17,20,23,26,29,32,35,38,41,44,47,50,53,56,59,62,65,68-tricosaoxaheptacontan-70-oate